C(#C)C1=C2C(=CC(=CC2=CC=C1F)O)C1=C(C=2N=C(N=C(C2C=N1)N1CCOCCC1)OCC12CCCN2C[C@@](C1)(C)F)F 5-ethynyl-6-fluoro-4-(8-fluoro-2-(((2S)-2-fluoro-2-methyltetrahydro-1H-pyrrolizin-7a(5H)-yl)methoxy)-4-(1,4-oxazepan-4-yl)pyrido[4,3-d]pyrimidin-7-yl)naphthalen-2-ol